2-(tetrahydrofuryl-methoxy)acetic acid O1C(CCC1)COCC(=O)O